N1(CCOCC1)[N+]=1[N-]OC(C1)=N 3-morpholin-4-yl-1-oxa-3-azonia-2-azanidacyclopent-3-en-5-imine